FC=1C=C(NC(C)C2=CC(=CN3C2=NC(=CC3=O)N3CCOCC3)C(=O)N3C[C@@H](CC3)N(C)C)C=CC1F 9-[1-(3,4-difluoroanilino)ethyl]-7-[(3R)-3-(dimethylamino)pyrrolidine-1-carbonyl]-2-morpholino-pyrido[1,2-a]pyrimidin-4-one